C1(CC1)C1=C(C(=O)O)C=CC(=C1)OCC 2-cyclopropyl-4-ethoxybenzoic acid